8-[(2-cyano-2-methylideneethyl)amino]-7-Methoxynaphthalen C(#N)C(CNC=1C(=CC=C2C=CC=CC12)OC)=C